FC(N1N=CC(=C1)C=1C=C(C=CC1CNC(C=C)=O)C1=CC=C(C=C1)C(F)(F)F)F N-((3-(1-(difluoromethyl)-1H-pyrazol-4-yl)-4'-(trifluoromethyl)-[1,1'-biphenyl]-4-yl)methyl)acrylamide